(5S)-1'-[7-(2-fluorophenyl)-6-methyl-pyrazolo[1,5-a]pyrazin-4-yl]spiro[5,7-dihydrocyclopenta[b]pyrazine-6,4'-piperidine]-5-amine FC1=C(C=CC=C1)C1=C(N=C(C=2N1N=CC2)N2CCC1(CC2)[C@@H](C=2C(=NC=CN2)C1)N)C